FC1=NC(=CC=C1C=1C=CC(=C(C(=O)NC)C1)OC[C@@H]1CN(CCC1)C(C1=CC(=CC=C1)OCC1=NN=NN1C)=O)O (S)-5-(2-fluoro-6-hydroxypyridin-3-yl)-N-methyl-2-((1-(3-((1-methyl-1H-tetrazol-5-yl)methoxy)benzoyl)piperidin-3-yl)methoxy)benzamide